(1r,3r)-3-aminocyclobutane-1-carbonitrile trifluoroacetate FC(C(=O)O)(F)F.NC1CC(C1)C#N